4-[4-[[4-[1-cyclopropyl-4-methyl-2-(4-methylsulfonylphenyl)pyrrolo[3,2-c]pyridin-6-yl]phenyl]methyl]piperazin-1-yl]-2-methyl-butan-2-ol C1(CC1)N1C(=CC=2C(=NC(=CC21)C2=CC=C(C=C2)CN2CCN(CC2)CCC(C)(O)C)C)C2=CC=C(C=C2)S(=O)(=O)C